4-cinnamyl-3-hydroxy-5-(2,4-dimethoxyphenyl)-1-(4-ethoxyphenyl)-1H-pyrrol-2(5H)-one C(C=CC1=CC=CC=C1)C1=C(C(N(C1C1=C(C=C(C=C1)OC)OC)C1=CC=C(C=C1)OCC)=O)O